methyl (2R)-2-[[(2R)-2-amino-3-phenyl-propanoyl]amino]-4-methyl-pentanoate N[C@@H](C(=O)N[C@@H](C(=O)OC)CC(C)C)CC1=CC=CC=C1